ClC1=C(OC2=NC=C(C(=C2)S(=O)(=O)Cl)OCOC)C(=CC(=C1)N1N=C(C(NC1=O)=O)C(F)F)Cl 2-[2,6-dichloro-4-[6-(difluoromethyl)-3,5-dioxo-1,2,4-triazin-2-yl]phenoxy]-5-(methoxymethoxy)pyridine-4-sulfonyl chloride